2-(2,6-dioxopiperidin-3-yl)-4-(((1-(1-(1-methylcyclopropane-1-carbonyl)piperidin-4-yl)-1H-pyrazol-4-yl)methyl)amino)isoindoline-1,3-dione O=C1NC(CCC1N1C(C2=CC=CC(=C2C1=O)NCC=1C=NN(C1)C1CCN(CC1)C(=O)C1(CC1)C)=O)=O